1-(1H-benzimidazol-2-yl)methanamine hydrochloric acid salt Cl.N1C(=NC2=C1C=CC=C2)CN